C(C)(C)(C)OC([C@H](CCC1=NN=NN1)NC(=O)N[C@@H](CCC(=O)OCC1=CC=CC=C1)C(=O)OC(C)(C)C)=O 5-Benzyl 1-(tert-butyl) (((S)-1-(tert-butoxy)-1-oxo-4-(1H-tetrazol-5-yl)butan-2-yl)carbamoyl)-L-glutamate